1-[(3R)-3-[4-amino-3-(4-phenoxy-phenyl)pyrazolo[3,4-d]pyrimidin-1-yl]piperidin-1-yl]prop-2-en-1-one tert-Butyl-5-(benzyloxy)-7-methylindole-1-carboxylate C(C)(C)(C)OC(=O)N1C=CC2=CC(=CC(=C12)C)OCC1=CC=CC=C1.NC1=C2C(=NC=N1)N(N=C2C2=CC=C(C=C2)OC2=CC=CC=C2)[C@H]2CN(CCC2)C(C=C)=O